C(C)(C)(C)OC(=O)N1C[C@H](CC1)OC1=NC=C(C2=CC(=NC=C12)Cl)C(=C)OCC (S)-3-((6-chloro-4-(1-ethoxyvinyl)-2,7-naphthyridin-1-yl)oxy)pyrrolidine-1-carboxylic acid tert-butyl ester